2-[2-(6-acetamido-3-pyridyl)-5-methyl-1-piperidyl]-N-(6-amino-5-ethyl-3-pyridyl)-2-oxo-acetamide C(C)(=O)NC1=CC=C(C=N1)C1N(CC(CC1)C)C(C(=O)NC=1C=NC(=C(C1)CC)N)=O